tetradecanoamide C(CCCCCCCCCCCCC)(=O)N